O1COC2=C1C=CC(=C2)C=2C=C(OC2)C(C(=O)O)CC=O (4-(benzo[d][1,3]dioxol-5-yl)furan-2-yl)-4-oxobutanoic acid